2-(3-fluoro-4-(pyrrolidin-2-yl)phenyl)-N-(3-(4-fluoropiperidin-1-yl)propyl)benzo[d]imidazo[2,1-b]thiazole-7-carboxamide dihydrochloride Cl.Cl.FC=1C=C(C=CC1C1NCCC1)C=1N=C2SC3=C(N2C1)C=CC(=C3)C(=O)NCCCN3CCC(CC3)F